C(#N)C1=CC=C(C=C1)NCC(=O)N 2-(4-cyanophenylamino)acetamide